(3R,4S,5S)-4-((tert-Butoxycarbonyl)amino)-3-hydroxy-5-methylheptanoic acid ethyl ester C(C)OC(C[C@H]([C@H]([C@H](CC)C)NC(=O)OC(C)(C)C)O)=O